Cl.CC1=C(C=CC(=C1)S(N[C@H](C)C1CCNCC1)(=O)=O)NC(=O)C=1SC=CC1 (R)-N-(2-methyl-4-(N-(1-(piperidin-4-yl)ethyl)sulfamoyl)phenyl)thiophene-2-carboxamide hydrochloride